3-(4-{2-[1-(3-Methoxy-propyl)-1H-pyrazol-4-ylamino]-thiazol-4-yl}-phenyl)-oxazolidin-2-one COCCCN1N=CC(=C1)NC=1SC=C(N1)C1=CC=C(C=C1)N1C(OCC1)=O